[Si](C)(C)(C(C)(C)C)OCCC1=C(C=CC(=C1)Cl)[C@@H](O)[C@H]1O[C@H]([C@H]2[C@@H]1OC(O2)(C)C)OC (R)-[2-[2-[tert-butyl(dimethyl)silyl]oxyethyl]-4-chloro-phenyl]-[(3aR,4R,6R,6aR)-4-methoxy-2,2-dimethyl-3a,4,6,6a-tetrahydrofuro[3,4-d][1,3]dioxol-6-yl]methanol